[Pd].[Sn].[Cu] copper-tin-palladium